6-Chloro-N-(2-morpholinoethyl)nicotinamide ClC1=NC=C(C(=O)NCCN2CCOCC2)C=C1